(R)-4-(3-nitro-2H-chromen-2-yl)phenol [N+](=O)([O-])C=1[C@H](OC2=CC=CC=C2C1)C1=CC=C(C=C1)O